N1(CCN[C@@H]2CCCC[C@@H]12)C=1C=C2CN(C(C2=CC1)=O)C1C(NC(CC1)=O)=O 3-(5-((4ar,8ar)-octahydroquinoxalin-1(2H)-yl)-1-oxoisoindolin-2-yl)piperidine-2,6-dione